perfluoro butyl-methyl ether C(CCC)COF